2-fluoro-N-((2R)-3-methyl-1-(2-methyl-1,3-dioxo-4-(pyridin-3-yl)-2,8-diazaspiro[4.5]decan-8-yl)-1-oxobutan-2-yl)-5-(trifluoromethyl)benzamide FC1=C(C(=O)N[C@@H](C(=O)N2CCC3(C(C(N(C3=O)C)=O)C=3C=NC=CC3)CC2)C(C)C)C=C(C=C1)C(F)(F)F